CN1C(=NC2=C3CC[C@@H](NC3=CC=C21)C)CCN2N=CC=C2 (7S)-3,7-Dimethyl-2-[2-(1H-pyrazol-1-yl)ethyl]-3H,6H,7H,8H,9H-imidazo[4,5-f]chinolin